Cl.C1OCCN2[C@H]1CNCC2 (S)-octahydropyrazino[2,1-c][1,4]oxazine HCl salt